C1(CC1)S(=O)(=O)C1=C(C=C(C=C1)C1=C2C(=CN=C1C(=O)N)N(N=C2OC(F)F)C(C2=CC=CC=C2)(C2=CC=CC=C2)C2=CC=CC=C2)C 4-(4-cyclopropylsulfonyl-3-methyl-phenyl)-3-(difluoromethoxy)-1-trityl-pyrazolo[3,4-c]pyridine-5-carboxamide